(R)-2-amino-3-phenyl-N-(3-tolyl)-propionamide N[C@@H](C(=O)NC=1C=C(C=CC1)C)CC1=CC=CC=C1